2-((7-fluoro-5-(1-methylpiperidin-4-yl)benzo[d]oxazol-2-yl)amino)quinoline-6-carbonitrile FC1=CC(=CC=2N=C(OC21)NC2=NC1=CC=C(C=C1C=C2)C#N)C2CCN(CC2)C